C(#N)C=1C=NN2C1C(=CC(=C2)C=2C=NN(C2C)C2CCN(CC2)[C@H]2CN(CC2)C(=O)OC(C)(C)C)OC tert-Butyl (3R)-3-[4-(4-[3-cyano-4-methoxypyrazolo[1,5-a]pyridin-6-yl]-5-methylpyrazol-1-yl) piperidin-1-yl]pyrrolidine-1-carboxylate